3-(4-trifluoromethylphenyl)-5-methylene-2-oxotetrahydro-2H-pyran-3-carboxylic acid methyl ester COC(=O)C1(C(OCC(C1)=C)=O)C1=CC=C(C=C1)C(F)(F)F